methyl (2S)-2-[(tert-butoxycarbonyl)amino]-2-(4-oxocyclohexyl)acetate C(C)(C)(C)OC(=O)N[C@H](C(=O)OC)C1CCC(CC1)=O